N-(2-(2-fluoro-4-(trifluoromethyl)phenyl)-7-methylthieno[3,2-d]pyrimidin-4-yl)-5-nitrothiophene-2-carboxamide FC1=C(C=CC(=C1)C(F)(F)F)C=1N=C(C2=C(N1)C(=CS2)C)NC(=O)C=2SC(=CC2)[N+](=O)[O-]